OC(CN(CCCCCCCC(=O)OC(CCCCCCCC)CCCCCCCC)CCCCCC(OCCCCCCCCCCC)=O)CCCCNC(=O)C1=CN=C(N1C)O heptadecan-9-yl 8-((2-hydroxy-6-(2-hydroxy-1-methyl-1H-imidazole-5-carboxamido)hexyl)(6-oxo-6-(undecyloxy)hexyl)amino)octanoate